The molecule is an optically active form of 4-hydroxyproline having L-trans-configuration. It has a role as a human metabolite, a plant metabolite and a mouse metabolite. It is a tautomer of a trans-4-hydroxy-L-proline zwitterion. C1[C@H](CN[C@@H]1C(=O)O)O